CC1=C(N(C(C=2N1C(=NN2)C2(CC2)C)=O)C[C@@H]2OCCCC2)C |r| Racemic-5,6-dimethyl-3-(1-methylcyclopropyl)-7-(tetrahydropyran-2-ylmethyl)-[1,2,4]triazolo[4,3-a]pyrazin-8-one